N1CCNC=C1 tetrahydro-1,4-diazine